C(\C=C\C=C\C(=O)[O-])(=O)[O-].[Na+].[Na+] sodium muconate